6-(allyloxy)-3-((t-Butoxycarbonyl)amino)-5-(trifluoromethyl)picolinic acid C(C=C)OC1=C(C=C(C(=N1)C(=O)O)NC(=O)OC(C)(C)C)C(F)(F)F